(2S,3S)-ethyl 3-((2-(2-chloro-5-trityl-5H-pyrrolo[2,3-b]pyrazin-7-yl)-6-(thiophen-3-yl)pyrimidin-4-yl)amino)bicyclo[2.2.2]octane-2-carboxylate ClC=1N=C2C(=NC1)N(C=C2C2=NC(=CC(=N2)N[C@@H]2[C@H](C1CCC2CC1)C(=O)OCC)C1=CSC=C1)C(C1=CC=CC=C1)(C1=CC=CC=C1)C1=CC=CC=C1